2-oxa-7,10,13,16-tetraazaoctadecane-18-oate COCCCCNCCNCCNCCNCC(=O)[O-]